4-((1R,5S)-3,8-diazabicyclo[3.2.1]octan-3-yl)-7-(8-ethylnaphthalen-1-yl)-8-fluoro-2-(((2R,7aS)-2-fluorotetrahydro-1H-pyrrolizin-7a(5H)-yl)methoxy)quinazoline [C@H]12CN(C[C@H](CC1)N2)C2=NC(=NC1=C(C(=CC=C21)C2=CC=CC1=CC=CC(=C21)CC)F)OC[C@]21CCCN1C[C@@H](C2)F